OCCCCCCOC(C=C)=O 6-Hydroxyhexylacrylat